benzyl-2,5-dihydro-1H-pyrrole C(C1=CC=CC=C1)N1CC=CC1